(R)-1-(2,5-difluoropyridin-3-yl)ethyl (4-(5-(3-cyanoisoxazole-5-carboxamido)pyridin-2-yl)-1-methyl-1H-1,2,3-triazol-5-yl)carbamate C(#N)C1=NOC(=C1)C(=O)NC=1C=CC(=NC1)C=1N=NN(C1NC(O[C@H](C)C=1C(=NC=C(C1)F)F)=O)C